4-acetyl-3,5-dihydroxy-6-methyl-2-{[5,7-dimethoxy-2,2-dimethyl-8-(1-oxo-3-phenylprop-2-enyl)-2H-chromen-6-yl]methyl}phenolate C(C)(=O)C1=C(C(=C(C(=C1O)C)[O-])CC=1C(=C2C=CC(OC2=C(C1OC)C(C=CC1=CC=CC=C1)=O)(C)C)OC)O